methyl 7-(5-chloro-2-(2-(2-methyl-4,6-dioxo-5,6,7,8-tetrahydroquinazolin-3(4H)-yl)ethoxy)phenyl)-5-methylthieno[3,2-b]pyridine-3-carboxylate ClC=1C=CC(=C(C1)C1=C2C(=NC(=C1)C)C(=CS2)C(=O)OC)OCCN2C(=NC=1CCC(CC1C2=O)=O)C